((ethane-1,2-diylbis(oxy))bis(ethane-2,1-diyl)bis((N-(4-((4-(2,3-bis(tert-butoxycarbonyl)guanidino)benzoyl)oxy)benzyl)sulfamoyl)azanediyl))dipentanedioic acid C(COCCN(S(NCC1=CC=C(C=C1)OC(C1=CC=C(C=C1)NC(=NC(=O)OC(C)(C)C)NC(=O)OC(C)(C)C)=O)(=O)=O)C(C(=O)O)CCC(=O)O)OCCN(S(NCC1=CC=C(C=C1)OC(C1=CC=C(C=C1)NC(=NC(=O)OC(C)(C)C)NC(=O)OC(C)(C)C)=O)(=O)=O)C(C(=O)O)CCC(=O)O